CN1N=NC(=C1NC(O[C@H](C)CCCCC)=O)C1=NC(=C(C=C1)NS(=O)(=O)C)C (R)-heptan-2-yl (1-methyl-4-(6-methyl-5-(methylsulfonamido) pyridin-2-yl)-1H-1,2,3-triazol-5-yl)carbamate